FC(C#N)(CC#N)F 2,2-Difluorosuccinonitrile